N[C@@H]1[C@@H](OCC12CCN(CC2)C=2C(=NC(=CN2)SC2=C1OC[C@H]3C[C@@H](CN3C1=NC=C2)OC)CO)C [3-[(3S,4S)-4-amino-3-methyl-2-oxa-8-azaspiro[4.5]dec-8-yl]-6-[[(4S,6R)-4-methoxy-8-oxa-2,13-diazatricyclo[7.4.0.0[2,6]]tridec-1(13),9,11-trien-10-yl]thio]pyrazin-2-yl]methanol